COC1=C(C=C2C(=NC=NC2=C1)C=1C(=NN(C1)C)C=1C=NSC1)[N+](=O)[O-] 4-(4-(7-methoxy-6-nitroquinazolin-4-yl)-1-methyl-1H-pyrazol-3-yl)isothiazole